5-(5-(benzo[c][1,2,5]oxadiazol-5-yl)pyrimidin-2-yl)-2-isopropoxybenzonitrile N=1ON=C2C1C=CC(=C2)C=2C=NC(=NC2)C=2C=CC(=C(C#N)C2)OC(C)C